O=C1C(NC2=CC=CC=C12)C1CN(C2=CC=CC=C12)CC#C oxo-1'-(prop-2-yn-1-yl)-[2,3'-biindolin]